OCCC1N(CCCC1)C(=O)[O-] 2-(2-hydroxyethyl)piperidine-1-carboxylate